1,2-diisopropoxyethane C(C)(C)OCCOC(C)C